COC(=O)C=1C(C(=C(NC1C)C)C(=O)OCCC#N)C1=C(C(=CC=C1)Cl)Cl 4-(2,3-dichloro-phenyl)-2,6-dimethyl-1,4-dihydro-pyridine-3,5-dicarboxylic acid 3-(2-cyano-ethyl) 5-methyl ester